CC1CN(S(N(C1)C1=C(C=C(C=C1Cl)Cl)Cl)(=O)=O)CC(=O)NC1C2CC3(CC(CC1C3)C2)C(=O)N 4-(2-(4-methyl-1,1-dioxido-6-(2,4,6-trichlorophenyl)-1,2,6-thiadiazinan-2-yl)acetamido)adamantane-1-carboxamide